3-{trans-4-[4-(4-fluoro-1-methylpiperidin-4-yl)-1H-1,2,3-triazol-1-yl]cyclohexyl}-8-[3-(propan-2-yl)benzyl]-5,6-dihydro-8H-[1,2,4]triazolo[3,4-c][1,4]oxazine FC1(CCN(CC1)C)C=1N=NN(C1)[C@@H]1CC[C@H](CC1)C1=NN=C2C(OCCN21)CC2=CC(=CC=C2)C(C)C